5-methyl-pyrimidin CC=1C=NC=NC1